5-(2-((2-(dimethylamino)quinazolin-4-yl)thio)acetyl)thiophen CN(C1=NC2=CC=CC=C2C(=N1)SCC(=O)C1=CC=CS1)C